cis-2-(2-amino-2-oxoacetyl)-N-(4-fluoro-3-methylphenyl)-7-methyl-2,3,3a,4,10,10a-hexahydro-1H,7H-dipyrrolo[3,4-b:3',4'-f][1,4,5]oxathiazocine-8-carboxamide 5,5-dioxide NC(C(=O)N1C[C@H]2NS(C=3C(OC[C@H]2C1)=C(N(C3)C)C(=O)NC3=CC(=C(C=C3)F)C)(=O)=O)=O